FC(CCCC(CCCC)=O)(F)F 1,1,1-trifluoro-5-nonanone